CC1(C(C1(C)C)C(=O)NC1=NC=CC(=C1)OCC(F)(F)F)C 2,2,3,3-tetramethyl-N-[4-(2,2,2-trifluoroethoxy)-2-pyridinyl]cyclopropanecarboxamide